C(#N)C1=C(N(N=C1C1=C(C=C(C(=C1)F)CC(=O)NC1=CC(=NO1)CC(C)(C)C)F)C(C)C)NC(OC(C)(C)C)=O tert-Butyl N-[4-cyano-5-[4-[2-[[3-(2,2-dimethylpropyl) isoxazol-5-yl]amino]-2-oxo-ethyl]-2,5-difluoro-phenyl]-2-isopropyl-pyrazol-3-yl]carbamate